FC1([C@@H]([C@@H](N(C1)C(=O)C1(CCC1)O)CC1=C(C(=CC=C1)C1=NC(=C(C=C1)F)C)F)NS(N(C)C)(=O)=O)F N'-[(2S,3R)-4,4-difluoro-2-{[2-fluoro-3-(5-fluoro-6-methylpyridin-2-yl)phenyl]methyl}-1-(1-hydroxycyclobutane-1-carbonyl)pyrrolidin-3-yl]-N,N-dimethylsulfuric diamide